C(CCCC\C=C/C\C=C/C\C=C/C\C=C/CC)(=O)N stearidonamide